1-Ethyl-4-methylpyridinium acetate C(C)(=O)[O-].C(C)[N+]1=CC=C(C=C1)C